4'-methyl-biphenyl-2-carboxylic acid tert-butyl ester C(C)(C)(C)OC(=O)C=1C(=CC=CC1)C1=CC=C(C=C1)C